CN(C1=C(C=CC=C1)C1=C(C=2N=C(N=C(C2C=N1)N1C[C@H]2CC[C@@H](C1)N2C(=O)OC(C)(C)C)OCC21CCCN1CCC2)F)C (1R,5S)-tert-butyl 3-(7-(2-(dimethylamino)phenyl)-8-fluoro-2-((hexahydro-1H-pyrrolizin-7a-yl)methoxy)pyrido[4,3-d]pyrimidin-4-yl)-3,8-diazabicyclo[3.2.1]octane-8-carboxylate